O=C(CC(CC1=C(C=C(C(=C1)F)F)F)NC(O)=O)N1CC=2N(CC1)C(=NN2)C(F)(F)F.FC2=CC=1N(C3=CC=CC=C3C1C=C2)NC(C2=CC=CC=C2)=O N-(2-fluoro-9H-carbazol-9-yl)benzamide (4-oxo-4-(3-(trifluoromethyl)-5,6-dihydro-[1,2,4]triazolo[4,3-a]pyrazin-7(8H)-yl)-1-(2,4,5-trifluorophenyl)butan-2-yl)carbamate